(S)-cyano((2S,3S,5R)-5-(5-fluoro-2,4-dioxo-3,4-dihydropyrimidin-1(2H)-yl)-3-hydroxytetrahydrofuran-2-yl)methyl dihydrogen phosphate P(=O)(O[C@H]([C@H]1O[C@H](C[C@@H]1O)N1C(NC(C(=C1)F)=O)=O)C#N)(O)O